tert-Butyl (3-chloropyrazin-2-yl)carbamate ClC=1C(=NC=CN1)NC(OC(C)(C)C)=O